6-methyl-2-(3-methyl-1,2,4-oxadiazol-5-yl)thieno[2,3-c]pyridin-7(6H)-one CN1C(C2=C(C=C1)C=C(S2)C2=NC(=NO2)C)=O